C(C1=CC=CC=C1)OC=1C(=CC(=NC1)OC1=C(C=C(C=C1Cl)N1N=C(C(NC1=O)=O)C(F)F)Cl)S(=O)(=O)Cl 5-benzyloxy-2-[2,6-dichloro-4-[6-(difluoromethyl)-3,5-dioxo-1,2,4-triazin-2-yl]phenoxy]pyridine-4-sulfonyl chloride